COC1=CC=C(C=C1)C1OC(=C(C1=O)OS(=O)(=O)C1=CC=CC=C1)N 2-(4-methoxyphenyl)-4-[[phenylsulfonyl]oxy]-5-amino-3(2H)-furanone